4-nitrophenyl ((2R,3S)-3-(pyridin-2-yldisulfanyl)butan-2-yl) carbonate C(OC1=CC=C(C=C1)[N+](=O)[O-])(O[C@H](C)[C@H](C)SSC1=NC=CC=C1)=O